Dihydrophenazine tert-butyl-(2-((2-(dimethylamino)-3,4-dioxocyclobut-1-en-1-yl)amino)ethyl)carbamate C(C)(C)(C)N(C(O)=O)CCNC1=C(C(C1=O)=O)N(C)C.C1CC=CC2=NC3=CC=CC=C3N=C12